N-(4-cyano-2-methoxy-phenyl)-5-phenyl-1H-pyrrole-3-sulfonamide C(#N)C1=CC(=C(C=C1)NS(=O)(=O)C1=CNC(=C1)C1=CC=CC=C1)OC